COC1=C(CN=C=NC2=C(C#N)C=CC(=C2)OC)C=CC(=C1)OC (((2,4-dimethoxybenzyl)imino)methyleneamino)-4-methoxybenzonitrile